(3S,4S)-3-methyl-8-(6-((3-(trifluoromethyl)pyridin-4-yl)thio)pyrido[2,3-b]pyrazin-2-yl)-2-oxa-8-azaspiro[4.5]decan-4-amine C[C@@H]1OCC2([C@@H]1N)CCN(CC2)C=2N=C1C(=NC2)N=C(C=C1)SC1=C(C=NC=C1)C(F)(F)F